ClC=1C=C(C=CC1N[C@H](CC)C1=CC=CC=C1)S(=O)(=O)NC1=NC=NS1 (R)-3-chloro-4-((1-phenylpropyl)amino)-N-(1,2,4-thiadiazol-5-yl)benzenesulfonamide